1-({3,4-difluoro-2-[(2-fluoro-4-iodophenyl)amino]phenyl}carbonyl)-3-[(propylamino)methyl]azetidin-3-ol FC=1C(=C(C=CC1F)C(=O)N1CC(C1)(O)CNCCC)NC1=C(C=C(C=C1)I)F